N1=C2N(C(=C1)C1=CC(=NC3=C(N=CC=C13)C1=CC=NN1C1OCCCC1)N1[C@@H](COCC1)C)CCC2 4-(6,7-dihydro-5H-pyrrolo[1,2-a]imidazol-3-yl)-2-[(3R)-3-methylmorpholin-4-yl]-8-[1-(tetrahydro-2H-pyran-2-yl)-1H-pyrazol-5-yl]-1,7-naphthyridine